1-(methanesulfonyl)-6'-methyl-2'-(quinolin-3-yl)-5',6'-dihydrospiro[azetidine-3,4'-pyrrolo[1,2-b]pyrazole] CS(=O)(=O)N1CC2(CC(N3N=C(C=C32)C=3C=NC2=CC=CC=C2C3)C)C1